C1(CCCC1)N1N=C(C2=CC=C(C=C12)COC1=CC=C(C=C1)[C@H](CC(=O)O)C)C1=C(C=C(C=C1)O)F (S)-3-(4-((1-cyclopentyl-3-(2-fluoro-4-hydroxyphenyl)-1H-indazol-6-yl)methoxy)phenyl)butanoic acid